anti-methionine sulfoxide N[C@@H](CCS(=O)C)C(=O)O